C(C)OC1=C(C=CC(=C1)OCC)C1=NC(=CC(=C1)C1=CC=C(C=C1)NC1=CC=C(C=C1)OCC)C1=C(C=C(C=C1)OCC)OCC 2,6-bis(2,4-diethyloxyphenyl)-4-(4-(4-ethyloxyphenyl)aminophenyl)pyridine